(R)-2-(1-((4'-(1,1,1,3,3,3-hexafluoro-2-hydroxypropan-2-yl)-[1,1'-biphenyl]-4-yl)methyl)-4-(pyridin-4-ylmethyl)piperazin-2-yl)acetic acid FC(C(C(F)(F)F)(O)C1=CC=C(C=C1)C1=CC=C(C=C1)CN1[C@@H](CN(CC1)CC1=CC=NC=C1)CC(=O)O)(F)F